ClC=1C(=C(C=CC1)NC(=O)C1=CC(=CC=2NC(=NC21)COC)NC(=O)C2=C(C=NC=C2Cl)Cl)C N-(3-chloro-2-methylphenyl)-6-{[(3,5-dichloropyridin-4-yl)carbonyl]Amino}-2-(methoxymethyl)-1H-benzimidazole-4-carboxamide